2,6-bis[4-phenyl-2-oxazolin-2-yl]pyridine C1(=CC=CC=C1)C1N=C(OC1)C1=NC(=CC=C1)C=1OCC(N1)C1=CC=CC=C1